N1=CC(=CC=C1)CN1C=CC=2C1=NC(=CN2)NC2=NNC(=C2)[C@@H]2COCC2 (R)-5-(pyridin-3-ylmethyl)-N-(5-(tetrahydrofuran-3-yl)-1H-pyrazol-3-yl)-5H-pyrrolo[2,3-b]pyrazin-3-amine